(R)-4-(1-acetyl-4-acryloylpiperazin-2-yl)-6-chloro-6'-fluoro-N,N-dimethyl-[2,4'-bipyridine]-2'-carboxamide C(C)(=O)N1[C@@H](CN(CC1)C(C=C)=O)C1=CC(=NC(=C1)Cl)C1=CC(=NC(=C1)F)C(=O)N(C)C